2-(2-(8-(3-(aminomethyl)phenyl)imidazo[1,2-a]pyridine-6-carboxamido)phenyl)acetic acid NCC=1C=C(C=CC1)C=1C=2N(C=C(C1)C(=O)NC1=C(C=CC=C1)CC(=O)O)C=CN2